trifluoromethane benzenesulphonate C1(=CC=CC=C1)S(=O)(=O)O.FC(F)F